2-methyl-octahydro-2H-pyrazino[1,2-a]pyrazin CN1CC2N(CC1)CCNC2